FC(OC1=C(N)C=C(C=C1)OC)F 2-(difluoromethoxy)-5-methoxyaniline